ethyl (S)-4-(2-(5-cyclopropyl-4,7-difluoro-3,3-dimethyl-2-oxoindolin-1-yl)acetamido)-3,3-dimethylpentanoate C1(CC1)C=1C(=C2C(C(N(C2=C(C1)F)CC(=O)N[C@H](C(CC(=O)OCC)(C)C)C)=O)(C)C)F